6-Chloro-10-methyl-1-(6-methyl-4-(trifluoromethyl)pyridin-2-yl)-5-((1-methylpiperidin-4-yl)methyl)-1,3a,4,5,10,11a-hexahydro-2H-benzo[b]pyrrolo[2,3-f][1,4]diazocine-2,11(3H)-dione ClC1=CC=CC2=C1N(CC1C(C(N2C)=O)N(C(C1)=O)C1=NC(=CC(=C1)C(F)(F)F)C)CC1CCN(CC1)C